3-nitro-phthalic dihydrazide [N+](=O)([O-])C1=C(C(C(=O)NN)=CC=C1)C(=O)NN